O=C1CC[C@@H](N1)C(=O)[O-] (R)-5-oxopyrrolidine-2-carboxylate